2-[(cyclopropyl-methyl)amino]-5-[5-(2-oxo-1,2,3,4-tetrahydroquinolin-6-yl)-1,3,4-oxadiazol-2-yl]benzonitrile C1(CC1)CNC1=C(C#N)C=C(C=C1)C=1OC(=NN1)C=1C=C2CCC(NC2=CC1)=O